C(C)OC(C(C)(C)OC1=C(C=C(C=C1C)CN1CCN(CC1)C=1C=NC(=NC1)C(F)(F)F)C)=O 2-(2,6-dimethyl-4-((4-(2-(trifluoromethyl)pyrimidin-5-yl)piperazin-1-yl)methyl)phenoxy)-2-methylpropanoic acid ethyl ester